1-(4-phenylsulfonylphenyl)-butane-1,2-dione-2-oxime C1(=CC=CC=C1)S(=O)(=O)C1=CC=C(C=C1)C(C(CC)=NO)=O